(R)-3-chloro-2-hydroxyoleate ClC([C@@H](C(=O)[O-])O)CCCCC\C=C/CCCCCCCC